C(CS(=O)(=O)[O-])S(=O)(=O)[O-] 1,2-ethanedisulfonic acid anion